tert-butyl (7-((4-aminophenyl)amino)heptyl)carbamate NC1=CC=C(C=C1)NCCCCCCCNC(OC(C)(C)C)=O